C(C)(=O)O.C(C)(=O)O.C(C(CO)O)O 1,2,3-propanetriol diacetate